Cl.NCCN1[Se]C2=C(C1=O)C=CC(=C2)F 2-(2-Aminoethyl)-6-fluoro-1,2-benzisoselenazol-3(2H)-one hydrochloride